N,N'-[Methylenebis(2-isopropyl-6-methyl-4,1-phenylene)]bis(maleimide) C(C1=CC(=C(C(=C1)C)N1C(C=CC1=O)=O)C(C)C)C1=CC(=C(C(=C1)C)N1C(C=CC1=O)=O)C(C)C